N-propynyl-3,4-dimethoxyaniline C(#CC)NC1=CC(=C(C=C1)OC)OC